(E)-3,6,6-Trimethyl-6,7-dihydrobenzofuran-4(5H)-one-O-(4-(pyrrolidin-1-yl)but-2-yn-1-yl) oxime N1(CCCC1)CC#CCO\N=C\1/CC(CC2=C1C(=CO2)C)(C)C